C(CC)(=O)OCCC1C(=CC(C(C1)C)C)C 2-(2,4,5-trimethylcyclohex-2-en-1-yl)ethyl propanoate